ClC1=C(C=CC=C1CNC)S(=O)(=O)NC=1C=C(C(=CC1)C(=O)OC)C(=O)OC Dimethyl 4-[[2-chloro-3-(methylaminomethyl)phenyl]sulfonylamino]benzene-1,2-dicarboxylate